The molecule is an alkyl sulfide that is propan-1-ol substituted by a methylsulfanyl group at position 3. It is a volatile compound found in wines and produced during fermentation. It has a role as a Saccharomyces cerevisiae metabolite. It is an aliphatic sulfide and a methyl sulfide. It derives from a propan-1-ol. CSCCCO